(oxetan-3-ylamino)pyrimidine-4-carboxylic acid O1CC(C1)NC1=NC=CC(=N1)C(=O)O